potassium N-cyano-1-adamantanamide C(#N)NC(=O)C12CC3CC(CC(C1)C3)C2.[K]